2-Amino-N-{1-[8-chloro-5-(2-oxo-1-oxa-3,8-diazaspiro[4.5]dec-8-yl)-imidazo[1,5-a]pyridin-6-yl]ethyl}-pyrazolo[1,5-a]pyrimidine-3-carboxamide trifluoroacetate FC(C(=O)O)(F)F.NC1=NN2C(N=CC=C2)=C1C(=O)NC(C)C=1C=C(C=2N(C1N1CCC3(CNC(O3)=O)CC1)C=NC2)Cl